ClC1=C2C(=CN=C1)NC(=C2)C(=O)NC2CCC1(CC1)CC2 4-chloro-N-spiro[2.5]octan-6-yl-1H-pyrrolo[2,3-c]pyridine-2-carboxamide